3-[(1S)-5-[2-(2-aminopyridin-3-yl)-5-(pyrazol-1-yl)imidazo[4,5-b]pyridin-3-yl]-2,3-dihydro-1H-inden-1-yl]-6-bromo-7-methoxy-2-methylquinazolin-4-one NC1=NC=CC=C1C1=NC=2C(=NC(=CC2)N2N=CC=C2)N1C=1C=C2CC[C@@H](C2=CC1)N1C(=NC2=CC(=C(C=C2C1=O)Br)OC)C